OC(CC(C)(C)NC=1C2=C(N=C(N1)C1=C(C=NC=C1)C#N)C=NC=C2)(C)C 4-{4-[(4-hydroxy-2,4-dimethylpent-2-yl)amino]Pyrido[3,4-d]Pyrimidin-2-yl}pyridine-3-carbonitrile